5-chloro-4-[3-[6-[(1,7-dimethylindazol-6-yl)methyl]-2-azaspiro[3.3]heptan-2-yl]propyl]-1H-pyridazin-6-one ClC1=C(C=NNC1=O)CCCN1CC2(C1)CC(C2)CC2=CC=C1C=NN(C1=C2C)C